1-(3-bromo-4-methoxyphenyl)-3-phenyl-2-propanone BrC=1C=C(C=CC1OC)CC(CC1=CC=CC=C1)=O